(E,E,Z,Z)-4,6,11,13-Hexadecatetraenal C(CC\C=C\C=C\CCC\C=C/C=C\CC)=O